(2-azidoethyl)phosphonic acid N(=[N+]=[N-])CCP(O)(O)=O